2-{7-[4-(4-chlorophenoxy)phenyl]-2,4-dioxo-2H-pyrido[2,3-e][1,3]oxazin-3(4H)-yl}acetic acid ClC1=CC=C(OC2=CC=C(C=C2)C2=CC3=C(C(N(C(O3)=O)CC(=O)O)=O)N=C2)C=C1